4-((2R,4R)-1-((5-methoxy-7-methyl-1H-indol-4-yl)methyl)-4-(3-(methylsulfonyl)azetidin-1-yl)piperidin-2-yl)benzoic acid COC=1C(=C2C=CNC2=C(C1)C)CN1[C@H](C[C@@H](CC1)N1CC(C1)S(=O)(=O)C)C1=CC=C(C(=O)O)C=C1